methyl 1-(2-(tert-butoxy)-2-oxoethyl)-3-(1-ethoxyvinyl)-1H-indazole-5-carboxylate C(C)(C)(C)OC(CN1N=C(C2=CC(=CC=C12)C(=O)OC)C(=C)OCC)=O